5-chloro-2-methyl-6-(1-methylcyclobutyl)-3-(4,4,5,5-tetramethyl-1,3,2-dioxaborolan-2-yl)pyridine ClC=1C=C(C(=NC1C1(CCC1)C)C)B1OC(C(O1)(C)C)(C)C